ClC1=CC(=C(C(=O)O)C=C1)S(=O)(=O)N(C1=CC=CC=C1)C 4-chloro-2-(N-methyl-N-phenylaminosulfonyl)benzoic acid